[Na+].[K+].C(CCCCCC)C(C(=O)[O-])C(=O)[O-] 2-heptylmalonic acid potassium sodium salt